CC1N(CCC(C1)N1CCOCC1)CCN1C(C2=CC=CC=C2C1=O)=O methyl-1-[2-(1,3-dioxoisoindolin-2-yl)ethyl]-4-morpholino-piperidine